O=C1N(CCC12CC=CC2)C(=O)OC(C)(C)C tert-butyl 1-oxo-2-azaspiro[4.4]non-7-ene-2-carboxylate